2,6-dichlorocinnamoylguanidine ClC1=C(C=CC(=O)NC(=N)N)C(=CC=C1)Cl